(R)-N-(1-(1-(2,4-bis(trifluoromethyl)phenyl)ethyl)-1H-pyrazol-4-yl)-5-(pyrimidin-2-yl)isoxazole-3-carboxamide FC(C1=C(C=CC(=C1)C(F)(F)F)[C@@H](C)N1N=CC(=C1)NC(=O)C1=NOC(=C1)C1=NC=CC=N1)(F)F